N-(4-methyl-1,1-dioxidotetrahydro-2H-thiopyran-4-yl)-4,5,6,7-tetrahydro-1H-indazole-6-carboxamide CC1(CCS(CC1)(=O)=O)NC(=O)C1CCC=2C=NNC2C1